FC1(CCN(CC1)CC1=CC=C(CNC=2C=CC3=C(C(=CO3)C3C(NC(CC3)=O)=O)C2)C=C1)F 3-(5-((4-((4,4-difluoropiperidin-1-yl)methyl)benzyl)amino)benzofuran-3-yl)piperidine-2,6-dione